ClC1=CC(=C(CS(=O)(=O)C2=NC=3N(C(N(C(C3N2C)=O)C)=O)C)C=C1OC)OC 8-(4-chloro-2,5-dimethoxybenzylsulfonyl)-1,3,7-trimethyl-1H-purine-2,6(3H,7H)-dione